(4-fluorophenyl)(4-(((1r,4r)-4-(hydroxymethyl)cyclohexyl)amino)-2-((1-methyl-1H-pyrazol-4-yl)amino)-7H-pyrrolo[2,3-d]pyrimidin-5-yl)methanone FC1=CC=C(C=C1)C(=O)C1=CNC=2N=C(N=C(C21)NC2CCC(CC2)CO)NC=2C=NN(C2)C